CCCCCCCCCCCCC(=O)O[C@H](COC(=O)CCCCCCCCC/C=C\C/C=C\CCCCC)COP(=O)(O)OC[C@@H](C(=O)O)N 1-(11Z,14Z-eicosadienoyl)-2-tridecanoyl-glycero-3-phosphoserine